4-(((1-(3-Cyano-4-(4-cyano-3-fluorophenyl)-5-(3-hydroxy-4-methoxyphenyl)pyridin-2-yl)piperidin-4-yl)amino)methyl)-N-hydroxybenzamide hydrochloride Cl.C(#N)C=1C(=NC=C(C1C1=CC(=C(C=C1)C#N)F)C1=CC(=C(C=C1)OC)O)N1CCC(CC1)NCC1=CC=C(C(=O)NO)C=C1